[Li+].C(CC(=O)[O-])(=O)SCCNC(CCNC([C@@H](C(COP(OP(OC[C@@H]1[C@H]([C@H]([C@@H](O1)N1C=NC=2C(N)=NC=NC12)O)OP(=O)(O)O)(=O)O)(=O)O)(C)C)O)=O)=O malonyl-CoA lithium salt